CCC=CCCCCCCCCC=CCCCC 3,13-Octadecadien